C(C)(C)(C)C(C)(C)C1=CC(=CC=C1)C(C)(C)C(C)(C)C 1,3-bis-(t-butylisopropyl)-benzene